CN1C(C2=CC=C(C=C2CC1)S(=O)(=O)Cl)=O 2-Methyl-1-oxo-1,2,3,4-tetrahydroisoquinoline-6-sulfonyl chloride